9'-[1,2-phenylenebis(methylene)]bis[N3,N3,N6,N6-tetra(4-methoxyphenyl)-9H-carbazole-3,6-diamine] C1(=C(C=CC=C1)CC1=CC(=CC=2C3=CC(=CC=C3NC12)N(C1=CC=C(C=C1)OC)C1=CC=C(C=C1)OC)N(C1=CC=C(C=C1)OC)C1=CC=C(C=C1)OC)CC1=CC(=CC=2C3=CC(=CC=C3NC12)N(C1=CC=C(C=C1)OC)C1=CC=C(C=C1)OC)N(C1=CC=C(C=C1)OC)C1=CC=C(C=C1)OC